(1R,3S)-3-(3-{[(5-methylpyrazin-2-yl)acetyl]amino}-1H-pyrazol-5-yl)cyclopentyl[1-(2,2,2-trifluoroethyl)cyclopropyl] carbamate C(N)(OC1(C(C1)[C@H]1C[C@H](CC1)C1=CC(=NN1)NC(CC1=NC=C(N=C1)C)=O)CC(F)(F)F)=O